C(N)(=O)C1=C(C(=O)[O-])C=CC=C1 2-(carbamoyl)-benzoate